O1CCN(CC1)C1=NC(=C2C=CC=NC2=C1)OC1CCC(CC1)NC1=NC=2N(C=C1)N=CC2 N-((1s,4s)-4-((7-Morpholino-1,6-naphthyridin-5-yl)oxy)cyclohexyl)pyrazolo[1,5-a]pyrimidin-5-amine